chlorine (dimethyl)silane C[SiH2]C.[Cl]